(E)-4-((3-(p-tolyl)allyl)oxy)-1,1'-biphenyl C1(=CC=C(C=C1)/C=C/COC1=CC=C(C=C1)C1=CC=CC=C1)C